3-(5-methyl-1,2,4-oxadiazol-3-yl)-N-(3-((4-methyl-5-(pentan-2-yl)thiazol-2-yl)amino)-3-oxopropyl)benzamide CC1=NC(=NO1)C=1C=C(C(=O)NCCC(=O)NC=2SC(=C(N2)C)C(C)CCC)C=CC1